3-(2-fluoro-4-methyl-5-nitrophenyl)-7-methoxy-1-methyl-1H-pyrrolo[2,3-C]pyridine FC1=C(C=C(C(=C1)C)[N+](=O)[O-])C1=CN(C2=C(N=CC=C21)OC)C